3-methoxy-2-(4-(3-(pyrrolidin-1-yl)propoxy)phenyl)-4H-chromen-4-one COC1=C(OC2=CC=CC=C2C1=O)C1=CC=C(C=C1)OCCCN1CCCC1